OC=1C=C2C(=CNC2=CC1Br)CCNC(C)=O N-[2-(5-Hydroxy-6-Bromo-1H-indol-3-yl)ethyl]acetamide